S1C(=CC=C1)C1CC(NS(N1)(=O)=O)C(=O)N 5-(thiophen-2-yl)-1,2,6-thiadiazinane-3-carboxamide 1,1-dioxide